O1COC2=C1C=CC=C2CNCC2=CC(=NC=C2)N2CCC(CC2)CC N-(1,3-Benzodioxol-4-ylmethyl)-1-[2-(4-ethyl-1-piperidinyl)-4-pyridinyl]methylamine